NC=1C(=NC(=C(C1)C)C)C#N 3-amino-5,6-dimethylpyridinecarbonitrile